3-(4-chlorophenyl)-N-[(cis)-2-hydroxycyclopentyl]-6-oxo-6H-1,4'-bipyridazine-5-carboxamide ClC1=CC=C(C=C1)C1=NN(C(C(=C1)C(=O)N[C@H]1[C@H](CCC1)O)=O)C1=CN=NC=C1